ClC1=C(C=C(C=C1)CC(=O)NC1=CC(=NC=C1)C(=O)NC1(CCOCC1)C#N)O 4-[[2-(4-Chloro-3-hydroxy-phenyl)acetyl]amino]-N-(4-cyanotetrahydropyran-4-yl)pyridine-2-carboxamide